ClC=1C(=C2C=NNC2=C(C1F)C)C1=CC=2N(C=C1)N=C(C2)NC(=O)C2C(C2)F N-(5-(5-chloro-6-fluoro-7-methyl-1H-indazol-4-yl)pyrazolo[1,5-a]pyridin-2-yl)-2-fluorocyclopropane-1-carboxamide